ClC1=C(C(=C(C=C1OC)OC)Cl)C1=CC2=C(N=C(N=C2)N[C@@H]2COCC[C@@H]2NC(C=C)=O)C(=N1)NCC(F)(F)F N-((3S,4S)-3-((6-(2,6-dichloro-3,5-di-methoxyphenyl)-8-((2,2,2-trifluoroeth-yl)amino)pyrido[3,4-d]pyrimidin-2-yl)amino)tetrahydro-2H-pyran-4-yl)acrylamide